ClC=1C(=NC(=CC1)NS(=O)(=O)C1=NC(=CC=C1)F)C=1C(=NC=CC1)C(C)C N-(3-chloro-2'-isopropyl-[2,3'-bipyridine]-6-yl)-6-fluoropyridine-2-sulfonamide